(1S,3S)-N1-pyrimidin-2-ylcyclopentane-1,3-diamine N1=C(N=CC=C1)N[C@@H]1C[C@H](CC1)N